N-{2-[4-(2-{10-Methoxy-14,16-dioxo-15-azatetracyclo[7.7.1.02,7.013,17]heptadeca-1(17),2(7),3,5,8,10,12-heptaen-15-yl}ethyl)-1-piperazinyl]ethyl}m-aminobenzamide COC=1C2=CC=3C=CC=CC3C=3C(N(C(C(=CC1)C32)=O)CCN3CCN(CC3)CCNC(C3=CC(=CC=C3)N)=O)=O